C(C1=CC=CC=C1)OC1CC(C1)N1N=C2N(C1=O)[C@@H](CC2)C2=CC=CC=C2 (S)-2-((1R,3S)-3-(benzyloxy)cyclobutyl)-5-phenyl-2,5,6,7-tetrahydro-3H-pyrrolo[2,1-c][1,2,4]triazol-3-one